methyl (S)-3-cyclohexyl-2-((((4,4-difluorocyclohexyl)oxy)carbonyl)amino)propanoate C1(CCCCC1)C[C@@H](C(=O)OC)NC(=O)OC1CCC(CC1)(F)F